6-cyclopropyloxypyridazine-3-carboxylic acid C1(CC1)OC1=CC=C(N=N1)C(=O)O